C1(CCC1)C=1C=NN2C1N=C(C=C2NC2=CC(=CC(=C2)C)F)NC[C@@H]2CNCCC2 (S)-3-Cyclobutyl-N7-(3-fluoro-5-methylphenyl)-N5-((piperidin-3-yl)methyl)pyrazolo[1,5-a]pyrimidine-5,7-diamine